(E)-N-(2-(aminooxy)ethyl)-3-(pyridin-3-yl)acrylamide NOCCNC(\C=C\C=1C=NC=CC1)=O